NC=1C(N(C(=NN1)C1=C(C=C(C=C1)C(F)(F)F)OC)C1CC1)=O 6-Amino-4-cyclopropyl-3-(2-methoxy-4-(trifluoromethyl)phenyl)-1,2,4-triazin-5(4H)-one